(R)-1-(6-(4-chlorophenoxy)pyridin-2-yl)-N-((1R,2R)-1-(2,3-dihydrobenzo[b][1,4]dioxin-6-yl)-1-hydroxy-3-(pyrrolidin-1-yl)propan-2-yl)pyrrolidine-3-carboxamide ClC1=CC=C(OC2=CC=CC(=N2)N2C[C@@H](CC2)C(=O)N[C@@H]([C@H](O)C2=CC3=C(OCCO3)C=C2)CN2CCCC2)C=C1